N-((S)-1-(((S)-4-hydroxy-3-oxo-1-((S)-2-oxopyrrolidin-3-yl)butan-2-yl)amino)-1-oxo-3-phenylpropan-2-yl)-4-methoxy-1H-indole-2-carboxamide OCC([C@H](C[C@H]1C(NCC1)=O)NC([C@H](CC1=CC=CC=C1)NC(=O)C=1NC2=CC=CC(=C2C1)OC)=O)=O